6-cyclopentyl-5-iodo-2-(1-propyl-1H-imidazol-5-yl)-4(3H)-pyrimidinone C1(CCCC1)C1=C(C(NC(=N1)C1=CN=CN1CCC)=O)I